(4'-nitrophenylazo)-7-phenyl-8-hydroxy-3,6-naphthalenedisulfonic acid disodium salt [Na+].[Na+].[N+](=O)([O-])C1=CC=C(C=C1)N=NC1=CC(=CC2=CC(=C(C(=C12)O)C1=CC=CC=C1)S(=O)(=O)[O-])S(=O)(=O)[O-]